1-(2-bromoethyl)-4-propoxybenzene BrCCC1=CC=C(C=C1)OCCC